(R)-8-(4-(4-(3-amino-3-methylpyrrolidin-1-yl)butanoyl)piperazin-1-yl)-9-ethyl-6,6-dimethyl-11-oxo-6,11-dihydro-5H-benzo[b]carbazole-3-carbonitrile N[C@]1(CN(CC1)CCCC(=O)N1CCN(CC1)C=1C(=CC2=C(C(C=3NC4=CC(=CC=C4C3C2=O)C#N)(C)C)C1)CC)C